C(C1=CC=CC=C1)OC1=CC=CC2=C1C=C(O2)C=2N=C1SC(=NN1C2)OC 6-(4-(benzyloxy)benzofuran-2-yl)-2-methoxyimidazo[2,1-b][1,3,4]thiadiazole